(7R,14R)-1-(difluoromethoxy)-11-((2,2-dimethylazetidin-3-yl)ethynyl)-6-(methyl-d3)-6,7-dihydro-7,14-methanobenzo[f]benzo[4,5]imidazo[1,2-a][1,4]diazocin-5(14H)-one FC(OC1=CC=CC=2C(N([C@H]3C=4N([C@@H](C21)C3)C3=C(N4)C=CC(=C3)C#CC3C(NC3)(C)C)C([2H])([2H])[2H])=O)F